N1C([CH]C2=CC=CC=C12)=O 3λ3-indolin-2-one